F[C@@H]1CN(CC1)C(=O)[C@H]1CN(CC=2N1C(N(N2)CC2=CC=C(C=C2)C)=O)C(=O)OC(C)(C)C |&1:8| tert-Butyl (5RS)-5-{[(3S)-3-fluoropyrrolidin-1-yl]carbonyl}-2-(4-methylbenzyl)-3-oxo-2,5,6,8-tetrahydro[1,2,4]triazolo[4,3-a]pyrazine-7(3H)-carboxylate